Cl.FC(C1=CN=CC(=N1)N1CC2(CC1)CCNCC2)(F)F 2-[6-(trifluoromethyl)pyrazin-2-yl]-2,8-diazaspiro[4.5]decane hydrogen chloride